OC1(CCN(CC1)C(=O)[C@H]1[C@@H](CN(CC1)CC1=C(N=C(S1)C=1C=NC(=CC1)C)C)C1=CC=CC=C1)CN1C=NC2=C(C1=O)C=CN2C2=CC=CC=C2 3-[[4-hydroxy-1-[(3R,4R)-1-[[4-methyl-2-(6-methyl-3-pyridinyl)thiazol-5-yl]methyl]-3-phenyl-piperidine-4-carbonyl]-4-piperidinyl]methyl]-7-phenyl-pyrrolo[2,3-d]pyrimidin-4-one